Tert-butyl (R)-3-((S)-3-(6-(aminomethyl)-1-methyl-1H-benzo[d]imidazol-2-yl)-1-(tert-butoxy)-1-oxopropan-2-yl)pyrrolidine-1-carboxylate NCC=1C=CC2=C(N(C(=N2)C[C@H](C(=O)OC(C)(C)C)[C@@H]2CN(CC2)C(=O)OC(C)(C)C)C)C1